C1(CC1)C1=CC(=CC(=N1)N1C(C2=CC(=CC(=C2C1)C(F)(F)F)CO[C@H]1[C@H](CCC1)O)=O)C=1N(N=CC1C1=NN=CN1C)C 2-{6-Cyclopropyl-4-[2-methyl-4-(4-methyl-1,2,4-triazol-3-yl)pyrazol-3-yl]pyridin-2-yl}-6-({[(1R,2S)-2-hydroxycyclopentyl]oxy}methyl)-4-(trifluoromethyl)-3H-isoindol-1-one